C(#N)C1=C(C=CC(=C1)C(F)(F)F)N1CCC(CC1)(C(=O)N[C@H](CNC)C)C=1C=CC(=NC1)C=1C(=NC=CC1)OCC 1-[2-cyano-4-(trifluoromethyl)phenyl]-4-{2'-ethoxy-[2,3'-bipyridine]-5-yl}-N-[(2S)-1-(methylamino)propan-2-yl]piperidine-4-carboxamide